1-[3-[7-(8-chloro-1-naphthyl)-4-(3,8-diazabicyclo[3.2.1]octan-3-yl)-8-fluoro-pyrido[4,3-d]pyrimidin-2-yl]oxypropyl]guanidine ClC=1C=CC=C2C=CC=C(C12)C1=C(C=2N=C(N=C(C2C=N1)N1CC2CCC(C1)N2)OCCCNC(=N)N)F